O[C@H](C)C1=CC(=NN1)C(=O)N |r| 5-[(1RS)-1-hydroxyethyl]-1H-pyrazole-3-carboxamide